C(C)(C)(C)OC(=O)N1CCC(C1)(C)C (1S)-1-(tert-butoxycarbonyl)-4,4-dimethylpyrrolidine